NC1=CC(=C(OC=2C=C(OCCOCCOCC(=O)OC(C)(C)C)C=CC2)C=C1)C=1C2=C(C(N(C1)C)=O)N(C=C2)S(=O)(=O)C2=CC=C(C=C2)C tert-butyl 2-[2-[2-[3-[4-amino-2-[6-methyl-7-oxo-1-(p-tolylsulfonyl)pyrrolo[2,3-c]pyridin-4-yl]phenoxy]phenoxy]ethoxy] ethoxy]acetate